methyl 3-cyclopropylpyrazolo[1,5-a]pyridine-5-carboxylate C1(CC1)C=1C=NN2C1C=C(C=C2)C(=O)OC